N[C@@H]1[C@@H](N(CCC1)C(=O)OC(C)(C)C)CC1=NC(=CC=C1)C1=CC=CC=C1 Tert-Butyl cis-3-amino-2-((6-phenylpyridin-2-yl)methyl)piperidine-1-carboxylate